(R)-N'-((3-(2-methoxypyridin-4-yl)bicyclo[4.2.0]octa-1(6),2,4-trien-2-yl)carbamoyl)-3,3-dimethyl-2,3-dihydropyrazolo[5,1-b]oxazole-7-sulfonimidamide COC1=NC=CC(=C1)C1=C(C=2CCC2C=C1)NC(=O)N=[S@](=O)(N)C=1C=NN2C1OCC2(C)C